1-phenylethoxide C1(=CC=CC=C1)C([O-])C